[Si](C)(C)(C(C)(C)C)OC1=CC=C(C=C1)NC=1C=C(N(C1C)C)C#N 4-({4-[(tert-butyldimethylsilyl)oxy]phenyl}amino)-1,5-dimethyl-1H-pyrrole-2-carbonitrile